(1S,3aR,6aS)-N-((S)-1-cyano-2-((R)-2-oxopiperidin-3-yl)ethyl)-2-(4-fluoro-6-methyl-7-chloro-1H-indole-2-carbonyl)-5,5-difluorooctahydrocyclopenta[c]pyrrole-1-carboxamide C(#N)[C@H](C[C@@H]1C(NCCC1)=O)NC(=O)[C@H]1N(C[C@H]2[C@@H]1CC(C2)(F)F)C(=O)C=2NC1=C(C(=CC(=C1C2)F)C)Cl